BrC1=C(C(=CC=C1)Cl)NC(=O)C=1C(=NC(=NC1)NC1=CC=C(C=C1)N1CCC2(CC1)CCN(CC2)C)OC N-(2-bromo-6-chlorophenyl)-4-methoxy-2-((4-(9-methyl-3,9-diazaspiro[5.5]undecan-3-yl)phenyl)amino)pyrimidine-5-carboxamide